ClC=1C=C(C=C(C1F)Cl)C1(CC(=NO1)C1=CC=C(C2=C1C=CO2)C(=O)NC2CS(C2)(=O)=O)C(F)(F)F 4-[5-(3,5-dichloro-4-fluorophenyl)-4,5-dihydro-5-(trifluoromethyl)-3-isoxazolyl]-N-(1,1-dioxido-3-thietanyl)-7-benzofurancarboxamide